N-((4,6-dimethyl-2-oxo-1,2-dihydropyridin-3-yl)methyl)-6-methyl-5-(1-morpholinoethyl)-1-(3,5-dimethylphenyl)indolizine-7-amide CC1=C(C(NC(=C1)C)=O)CNC(=O)C=1C(=C(N2C=CC(=C2C1)C1=CC(=CC(=C1)C)C)C(C)N1CCOCC1)C